CN1C2=NC(=NC(=C2N=C1OC1=CC(=CC2=CC=CC=C12)OC1OCCCC1)N1CC2CCC(C1)N2C(=O)OC(C)(C)C)OCC21CCCN1CCC2 tert-butyl 3-{9-methyl-8-({3-[(oxan-2-yl)oxy]naphthalen-1-yl}oxy)-2-[(tetrahydro-1H-pyrrolizin-7a(5H)-yl)methoxy]-9H-purin-6-yl}-3,8-diazabicyclo[3.2.1]octane-8-carboxylate